(3-chlorophenyl)-[2,4'-bithiazole]-2'-amine ClC=1C=C(C=CC1)C=1N=C(SC1)C=1N=C(SC1)N